6-((1H-pyrazol-4-yl)methyl)-2-((1H-pyrazol-5-yl)methyl)-4-methyl-4H-thiazolo[5',4':4,5]pyrrolo[2,3-d]pyridazin-5(6H)-one N1N=CC(=C1)CN1N=CC2=C(C1=O)N(C1=C2SC(=N1)CC1=CC=NN1)C